C(=O)(OC(C)(C)C)N1CCC(CC1)(C(=O)OC)NC1=CC=CC=C1 methyl 1-Boc-4-phenylaminopiperidine-4-carboxylate